(1S,3S)-3-({4-Ethyl-2-[1-methyl-5-({[methyl(propyl)carbamoyl]oxy}methyl)-1H-pyrazol-4-yl]pyrimidin-5-yl}oxy)cyclohexan C(C)C1=NC(=NC=C1OC1CCCCC1)C=1C=NN(C1COC(N(CCC)C)=O)C